BrC=1C=C2C(NC(=NC2=CC1OC)C)=O 6-bromo-7-methoxy-2-methyl-quinazoline-4(3H)-one